N-(3-((S)-1-((1-methyl-1H-pyrazolo[3,4-b]pyrazin-6-yl)amino)ethyl)phenyl)-2-(trifluoromethyl)cyclopropane-1-carboxamide CN1N=CC=2C1=NC(=CN2)N[C@@H](C)C=2C=C(C=CC2)NC(=O)C2C(C2)C(F)(F)F